[NH4+].P(=O)(OCCN(CC1=CC=C(C=C1)OC)C(CCC1=CC(=CC=C1)OCCCCCCCCCC)=O)(O)O 2-[{3-[3-(Decyloxy)phenyl]propanoyl}(4-methoxybenzyl)amino]ethyl dihydrogen phosphate ammonium salt